C(C)(C)(C)C=1N=C(C(C2=C(N1)C=CC=C2)=C(C)C)C2=CC=C(C=C2)F 2-(tert-Butyl)-4-(4-fluorophenyl)-5-(propan-2-ylidene)-5H-benzo[d][1,3]diazepine